2-(1-propionylindolin-5-yl)oxazole-4-carboxylic Acid C(CC)(=O)N1CCC2=CC(=CC=C12)C=1OC=C(N1)C(=O)O